ClC=1C=CC2=CC3=NC=C(C=C3C=C2N1)Cl 3,6-dichloro-4,8-diazaanthracene